1-(13Z,16Z-docosadienoyl)-2-(9Z,12Z-heptadecadienoyl)-glycero-3-phospho-(1'-sn-glycerol) CCCCC/C=C\C/C=C\CCCCCCCCCCCC(=O)OC[C@H](COP(=O)(O)OC[C@H](CO)O)OC(=O)CCCCCCC/C=C\C/C=C\CCCC